S(=O)(=O)(C1=CC=C(C)C=C1)OCCOCCN=[N+]=[N-] 2-(2-azidoethoxy)ethan-1-ol tosylate